5-(4-chlorophenyl)-4-methyl-2-(4-((3-methylbenzyl)oxy)phenyl)-1H-imidazole ClC1=CC=C(C=C1)C1=C(N=C(N1)C1=CC=C(C=C1)OCC1=CC(=CC=C1)C)C